CC1(C(C(C1=NO)(C)C)=O)C Tetramethylcyclobutane-1,3-dione-1-oxime